methacryloyloxy-ethyltrimethylammonium chloride [Cl-].C(C(=C)C)(=O)OC[N+](C)(C)CC